4-Oxo-N-(2-oxopropyl)-3-(2-(trifluoromethoxy)ethyl)-3,4-dihydroimidazo[5,1-d][1,2,3,5]tetrazine-8-carboxamide O=C1N2C(N=NN1CCOC(F)(F)F)=C(N=C2)C(=O)NCC(C)=O